ClC1=C(CN[C@H](C(=O)O)CC=2C=NN(C2)S(=O)(=O)C)C(=CC(=C1)CCP(=O)(C1=CC(=CC=C1)O)C)Cl (2s)-2-(2,6-dichloro-4-(2-(methyl(3-hydroxyphenyl)phosphoryl)ethyl)benzylamino)-3-(1-(methylsulfonyl)-1H-pyrazol-4-yl)propionic acid